C(CCCCCCC\C=C/C\C=C/CCCCC)OC1=C(COC(CCCN(C)C)=O)C=CC(=C1)OCCCCCCCC\C=C/C\C=C/CCCCC 2,4-bis((9Z,12Z)-octadeca-9,12-dienyloxy)benzyl-4-(dimethylamino)butanoate